ClC1=C(C=C(C=C1)C1=CN(C2=NC(=CC=C21)C(=O)N2C(CN(CC2)C2=NC(=C(C(=O)O)C(=C2)C)C)(C)C)CC2=NC=CC=C2)F 6-(4-(3-(4-chloro-3-fluorophenyl)-1-(pyridin-2-ylmethyl)-1H-pyrrolo[2,3-b]pyridine-6-carbonyl)-3,3-dimethylpiperazin-1-yl)-2,4-dimethylnicotinic acid